C(C1=CC=CC=C1)OC(=O)N1[C@H](CN(CC1)C1=NC(=NC2=C1CN(CCC2)C2=CC=CC1=CC=CC(=C21)C)OC[C@H]2N(CCC2)C)CC#N (S)-2-(cyanomethyl)-4-(6-(8-methylnaphthalen-1-yl)-2-(((S)-1-methylpyrrolidin-2-yl)methoxy)-6,7,8,9-tetrahydro-5H-pyrimido[5,4-c]azepin-4-yl)piperazine-1-carboxylic acid benzyl ester